(Z)-3-Tetradecenyl acetate C(C)(=O)OCC\C=C/CCCCCCCCCC